adipic acid-butylene ester C1CCCOC(CCCCC(=O)O1)=O